N1=C2C(=NC=C1)N=CC(=C2)C=2C=CN1N=C(N=CC12)NCC(C(F)(F)F)(C)C 5-(pyrido[2,3-b]pyrazin-7-yl)-N-(3,3,3-trifluoro-2,2-dimethylpropyl)pyrrolo[2,1-f][1,2,4]triazin-2-amine